ClC=1C=CC(=C(C(=O)NCCCCCCCC(=O)[O-])C1)O.C[N+](C)(C)CC1=CC=CC=C1 N,N,N-trimethylbenzylammonium 8-(5-chloro-2-hydroxybenzoylamino)octanoate